The molecule is a synthetic dipyrrin derived from rings A and D of bilirubin IXalpha in which C-9 carries a 2-[2-(ethoxycarbonyl)phenyl]diazenyl substituent. It is an azo compound and a member of dipyrrins. CCOC(=O)C1=CC=CC=C1N=NC2=C(C(=C(N2)/C=C\\3/C(=C(C(=O)N3)C)C=C)C)CCC(=O)O